OCC1OC=CC(C1O)O 2-(hydroxymethyl)-3,4-dihydro-2H-pyran-3,4-diol